N[C@H](C(=O)N1[C@@H](C[C@H](C1)O)C(=O)N[C@@H](C(C)(C)O)C1=CC=C(C=C1)C#C)C(C)(C)C (2S,4R)-1-((S)-2-amino-3,3-dimethylbutanoyl)-N-((R)-1-(4-ethynylphenyl)-2-hydroxy-2-methylpropyl)-4-hydroxypyrrolidine-2-carboxamide